C(#N)C(=CC1=C(N(C(=C1)C)C=1OC(=C(C1C#N)C)C)C)C1=NC2=C(N1)C=C(C(=C2)Cl)Cl 2-(3-(2-cyano-2-(5,6-dichloro-1H-benzo[d]imidazol-2-yl)vinyl)-2,5-dimethyl-1H-pyrrol-1-yl)-4,5-dimethylfuran-3-carbonitrile